5-[[4-hydroxy-1-[(3R,4R)-1-[[2-(6-methoxy-3-pyridinyl)thiazol-5-yl]methyl]-3-phenyl-piperidine-4-carbonyl]-4-piperidinyl]methyl]-1-phenyl-pyrazolo[3,4-d]pyrimidin-4-one OC1(CCN(CC1)C(=O)[C@H]1[C@@H](CN(CC1)CC1=CN=C(S1)C=1C=NC(=CC1)OC)C1=CC=CC=C1)CN1C=NC2=C(C1=O)C=NN2C2=CC=CC=C2